F[P-](F)(F)(F)(F)F.COC(COC1=CC=2C(C3=CC=CC=C3[S+](C2C=C1)C1=CC=2C(C3=CC(=CC=C3SC2C=C1)OCC(=O)OC)=O)=O)=O 2-(2-methoxy-2-oxoethoxy)-10-[7-(2-methoxy-2-oxoethoxy)-9-oxo-9H-thioxanthen-2-yl]-9-oxo-9H-thioxanthen-10-ium hexafluorophosphate